O=CC[C@@H](O)C[C@@H](O)C 4-deoxy-L-digitoxose